CC1=CC=C2C=CC=NC2=C1NS(=O)(=O)C=1C=CC=C2C=CC=NC12 N-(7-methylquinolin-8-yl)quinoline-8-sulfonamide